8-chloro-1-methyl-4-[4-(5-methyl-1,3-benzooxazol-2-yl)piperidin-1-yl]-2-oxo-1,2-dihydroquinoline-3-carbonitrile ClC=1C=CC=C2C(=C(C(N(C12)C)=O)C#N)N1CCC(CC1)C=1OC2=C(N1)C=C(C=C2)C